ClC=1C=NN(C1)C1=CC=C(C=N1)[C@H](C)NC(OC(C)(C)C)=O Tert-butyl (S)-(1-(6-(4-chloro-1H-pyrazol-1-yl)pyridin-3-yl)ethyl)carbamate